FC(S(=O)(=O)[O-])(F)F.C(C)[S+](CC)CC triethylsulfonium trifluoromethanesulfonate